ClC=1C=C(C=CC1)NC1=C(C(=O)NC2=CC(=NN2C)C(F)(F)F)C=CC=C1 2-((3-chlorophenyl)amino)-N-(1-methyl-3-(trifluoromethyl)-1H-pyrazol-5-yl)benzamide